COC=1C=C(C=CC1OC)C1=CC=NC=2N1N=C(C2)C(=O)N2C[C@H](CC2)NC(OC(C)(C)C)=O tert-butyl (S)-(1-(7-(3,4-dimethoxyphenyl)pyrazolo[1,5-a]pyrimidine-2-carbonyl)pyrrolidine-3-yl)carbamate